2-(((2R,3S,4R,5R)-5-(6-amino-2-chloro-9H-purin-9-yl)-3-ethynyl-3,4-dihydroxytetrahydrofuran-2-yl)methoxy)-2-(thiazol-2-ylmethyl)malonic acid NC1=C2N=CN(C2=NC(=N1)Cl)[C@H]1[C@@H]([C@@]([C@H](O1)COC(C(=O)O)(C(=O)O)CC=1SC=CN1)(O)C#C)O